4-Hydroxymethyl-4-methyl-piperidine-1-carboxylic acid [4-methoxy-7-(tetrahydropyran-4-yl)-thiazolo[4,5-c]pyridin-2-yl]-amide COC1=NC=C(C2=C1N=C(S2)NC(=O)N2CCC(CC2)(C)CO)C2CCOCC2